NC(C(=O)NCC=1SC(=CC1)C(CSC1=NC(=NC2=CC=C(C=C12)OC)C)=O)C1CCOCC1 2-amino-N-((5-(2-((6-methoxy-2-methylquinazolin-4-yl)thio)acetyl)thiophen-2-yl)methyl)-2-(tetrahydro-2H-pyran-4-yl)acetamide